N-[4-(6,7-dimethoxyquinolin-4-oxy)phenyl]-7-phenylpyrazolo[1,5-a]pyrimidine-5-carboxamide COC=1C=C2C(=CC=NC2=CC1OC)OC1=CC=C(C=C1)NC(=O)C1=NC=2N(C(=C1)C1=CC=CC=C1)N=CC2